[SiH2]=[Hf](C1C=CC2=C(C=CC(=C12)C)C)C1C=CC2=C(C=CC(=C12)C)C silylene-bis(4,7-dimethylinden-1-yl)hafnium